D-alanine isopropyl ester C(C)(C)OC([C@H](N)C)=O